3-fluoro-N,N-dimethylthiobenzamide FC=1C=C(C(=S)N(C)C)C=CC1